FC=1C=C(C=CC1C(C)C)NC(=O)N1[C@H](CCC1)C(=O)NC1=CC=C(C=N1)C1=C(C=C(C(=O)O)C=C1)C 4-{6-[(1-{[3-fluoro-4-(propan-2-yl)phenyl]carbamoyl}-D-prolyl)amino]pyridin-3-yl}-3-methylbenzoic acid